C(C)(C)(C)OC(=O)N1CCC(CC1)OCCCC1=C(C(=CC=C1)Br)C.NC1=CC=C(C=N1)C=1C=NC=NC1 5-(6-amino-pyridin-3-yl)pyrimidine tert-butyl-4-[3-(3-bromo-2-methyl-phenyl)propoxy]piperidine-1-carboxylate